CS(=O)(=O)C1=CC=C(C=C1)B(O)O 4-methanesulfonyl-phenylboronic acid